2-[2-(5-{1-[(6,7-dimethoxy-2-methylquinazolin-4-yl)amino]ethyl}thiophen-2-yl)benzyl]-2,5,7-triazaspiro[3.4]octan-6-one COC=1C=C2C(=NC(=NC2=CC1OC)C)NC(C)C1=CC=C(S1)C1=C(CN2CC3(C2)NC(NC3)=O)C=CC=C1